N-[2-(2-fluoro-4-{[4-(trifluoromethyl)pyridin-2-yl]oxy}phenyl)ethyl]quinazolin-4-ylamine FC1=C(C=CC(=C1)OC1=NC=CC(=C1)C(F)(F)F)CCNC1=NC=NC2=CC=CC=C12